4-((2'S,3S,4'R,5'R)-1-(4-(1H-tetrazol-5-yl)benzyl)-5-chloro-4'-(3-chlorophenyl)-2'-neopentyl-spiro[indoline-3,3'-pyrrolidine]-5'-carboxamido)-3-methoxybenzoic acid N1N=NN=C1C1=CC=C(CN2C[C@@]3([C@@H](N[C@H]([C@@H]3C3=CC(=CC=C3)Cl)C(=O)NC3=C(C=C(C(=O)O)C=C3)OC)CC(C)(C)C)C3=CC(=CC=C23)Cl)C=C1